BrC1=C(C=C(C=C1)F)O 2-bromo-5-fluorophenol